CC(CCCCCCCCCCCCCCCCCCO)C 19-methyl-eicosanol